2,2,6,6-tetramethyl-4-piperidylmethacrylate CC1(NC(CC(C1)OC(C(=C)C)=O)(C)C)C